2'-bromo-N-(5-(((1r,4r)-4-hydroxy-4-methylcyclohexyl)oxy)-1,3,4-thiadiazol-2-yl)-5'-methoxy-6-methyl-(4,4'-bipyridine)-3-carboxamide BrC1=NC=C(C(=C1)C1=C(C=NC(=C1)C)C(=O)NC=1SC(=NN1)OC1CCC(CC1)(C)O)OC